C(N)(=O)[C@H](CCN(C)C)NC(=O)C1=C(C=C2C=NN(C2=C1)CC(C)C)OC1=C(C=C(C=C1)F)F (S)-5-(2,4-difluorophenoxy)-1-isobutyl-1H-indazole-6-carboxylic acid (1-carbamoyl-3-dimethylaminopropyl) amide